(3-(cyclopropylmethoxy)-4-fluorophenyl)methanol C1(CC1)COC=1C=C(C=CC1F)CO